FC1=C(C=CC=C1OC)C=1C=C2CC(C(C2=CC1)NC(O[C@@H]1CN2CCC1CC2)=O)(C)C (S)-quinuclidin-3-yl (5-(2-fluoro-3-methoxyphenyl)-2,2-dimethyl-2,3-dihydro-1H-inden-1-yl)carbamate